(S)-5-(2-((1-acetylpyrrolidin-3-yl)amino)-2-oxoacetyl)-N-(4-fluoro-3-methylphenyl)-1,2,4-trimethyl-1H-pyrrole-3-carboxamide C(C)(=O)N1C[C@H](CC1)NC(C(=O)C1=C(C(=C(N1C)C)C(=O)NC1=CC(=C(C=C1)F)C)C)=O